(3R,4S,5R)-3-(3-fluoro-2-methoxyphenyl)-4,5-dimethyl-5-(trifluoromethyl)dihydrofuran-2(3H)-one FC=1C(=C(C=CC1)[C@@H]1C(O[C@]([C@H]1C)(C(F)(F)F)C)=O)OC